OC[C@@H]1[C@@H]([C@@H]2CN(CCCCN12)C(=O)NC1=CC=C(C=C1)OC)C1=CC=C(C=C1)C#CC1=CC=CC=C1 (8R,9R,10S)-10-(hydroxymethyl)-N-(4-methoxyphenyl)-9-(4-(phenylethynyl)phenyl)-1,6-diazabicyclo[6.2.0]decane-6-carboxamide